ClC1=NC=C(C(=N1)NCC1=C(C(=CC=C1)C)C)C(=O)N 2-chloro-4-[(2,3-dimethylbenzyl)amino]pyrimidin-5-carboxamide